3'-(3-(dimethylamino)propoxy)-4'-(7-oxo-6,7-dihydro-3H-[1,2,3]triazolo[4,5-d]pyrimidin-5-yl)-[1,1'-biphenyl]-4-carboxylic acid CN(CCCOC=1C=C(C=CC1C=1NC(C2=C(N1)NN=N2)=O)C2=CC=C(C=C2)C(=O)O)C